3-methyl-5-(trifluoromethyl)-1,2-benzothiazole-7-carboxylic acid CC1=NSC2=C1C=C(C=C2C(=O)O)C(F)(F)F